trans-4-((4-(2-Cyclopropyloxazol-4-yl)pyridine-2-yl)((trans-4-(5-methoxy-6-methylpyridin-2-yl)cyclohexyl)methyl)carbamoyl)cyclohexyl dimethylcarbamate CN(C(O[C@@H]1CC[C@H](CC1)C(N(C[C@@H]1CC[C@H](CC1)C1=NC(=C(C=C1)OC)C)C1=NC=CC(=C1)C=1N=C(OC1)C1CC1)=O)=O)C